C(C1=CC=CC=C1)NCCC1(COC1)C1=CC=C(C=C1)F N-benzyl-2-(3-(p-fluorophenyl)oxetan-3-yl)ethylamine